FC=1C=C(C=C(C1)F)CC=1C=C2C(=NNC2=CC1)NC(=O)C1=CC=NN1CCOCCNC(OCC1=CC=CC=C1)=O benzyl N-[2-[2-[5-[[5-[(3,5-difluorophenyl)methyl]-1H-indazol-3-yl]carbamoyl]pyrazol-1-yl]ethoxy]ethyl]carbamate